4-chloro-5-(1,3-dioxolan-2-yl)pyrimidine ClC1=NC=NC=C1C1OCCO1